4-chloro-5-(4-chlorophenyl)-3-((1-(2-chloro-5-fluorophenyl)-5-((S)-1-hydroxyethyl)-1H-1,2,4-triazol-3-yl)methyl)-1-((S)-3,3,3-trifluoro-2-hydroxypropyl)-1,3-dihydro-2H-imidazol-2-one ClC=1N(C(N(C1C1=CC=C(C=C1)Cl)C[C@@H](C(F)(F)F)O)=O)CC1=NN(C(=N1)[C@H](C)O)C1=C(C=CC(=C1)F)Cl